CC1CN(CC1)C=1C=C(C=NC1)C=1N=NN(C1)CC=1N=C2N(C=C(C=C2)CO)C1 [2-[[4-[5-(3-methylpyrrolidin-1-yl)-3-pyridinyl]triazol-1-yl]methyl]imidazo[1,2-a]pyridin-6-yl]methanol